2'-chloro-3'-(3-methoxypropoxy)-3-methyl-11'-oxo-6'H,11'H-spiro[cyclobutane-1,7'-dipyrido[1,2-d:2',3'-f][1,4]oxazepine]-10'-carboxylic acid ClC=1C(=CC2=C(C=3N(C4(CO2)CC(C4)C)C=C(C(C3)=O)C(=O)O)N1)OCCCOC